{(6,6'-diphenyl[1,1'-binaphthalene]-2,2'-diyl)bis[oxy(3-phenylnaphthalene-4,1-diyl)]}dimethanol C1(=CC=CC=C1)C=1C=C2C=CC(=C(C2=CC1)C1=C(C=CC2=CC(=CC=C12)C1=CC=CC=C1)OC1=C(C=C(C2=CC=CC=C12)CO)C1=CC=CC=C1)OC1=C(C=C(C2=CC=CC=C12)CO)C1=CC=CC=C1